1-(3-(4-((1H-indol-5-yl)amino)-7-methoxyquinazolin-6-yl)azetidin-1-yl)-2,2,2-trifluoroethan-1-one N1C=CC2=CC(=CC=C12)NC1=NC=NC2=CC(=C(C=C12)C1CN(C1)C(C(F)(F)F)=O)OC